C(C)C1=CC=C2C(=C(CN(C2=N1)C=1C(=NC=CC1)C)[N+](=O)[O-])NC 7-ethyl-4-(methylamino)-1-(2-methylpyridin-3-yl)-3-nitro-1,8-naphthyridin